1-(4-ureidophenyl)pyrrolidin N(C(=O)N)C1=CC=C(C=C1)N1CCCC1